1-[4-[2-[(2S)-2-methylazetidin-1-yl]-6,7-dihydro-5H-cyclopenta[d]pyrimidin-4-yl]phenyl]cyclobutanamine C[C@@H]1N(CC1)C=1N=C(C2=C(N1)CCC2)C2=CC=C(C=C2)C2(CCC2)N